C(#N)C(=C(OC)C1=CC=C(C2=C1NC(N2)=O)CNC(C2=C(C=CC(=C2)F)OC)=O)C#N N-((7-(2,2-dicyano-1-methoxyvinyl)-2-oxo-2,3-dihydro-1H-benzo[d]imidazol-4-yl)methyl)-5-fluoro-2-methoxybenzamid